3-[(8-oxo-9-{[4-(trifluoromethyl)phenyl]methyl}-1,5,9,11-tetraazatricyclo[8.4.0.02,7]tetradeca-2(7),10-dien-5-yl)methyl]benzonitrile O=C1C=2CN(CCC2N2CCCN=C2N1CC1=CC=C(C=C1)C(F)(F)F)CC=1C=C(C#N)C=CC1